C(CCCO)O r-butylene glycol